ClC1=CC=C2C(=CNC2=C1F)\C=C\1/NC(N(C1=O)C(CCOP(=O)([O-])O)C1=CC=C(C=C1)Cl)=O (Z)-3-(4-((6-chloro-7-fluoro-1H-indol-3-yl)methylene)-2,5-dioxoimidazolidin-1-yl)-3-(4-chlorophenyl)propyl dihydrophosphate